titanium-strontium oxide [O-2].[Sr+2].[Ti+4].[O-2].[O-2]